N-butyl-2,2'-imino-di(8-quinolinol) C(CCC)N(C1=NC2=C(C=CC=C2C=C1)O)C1=NC2=C(C=CC=C2C=C1)O